2-(N-(1-(1-(naphthalen-1-yl)ethyl)-2-oxopiperidin-4-yl)methanesulfonamido)-N-(2-oxo-2-(prop-2-yn-1-ylamino)ethyl)acetamide Lauryl-acrylate (dodecyl-acrylate) C(CCCCCCCCCCC)C(C(=O)O)=C.C(CCCCCCCCCCC)OC(C=C)=O.C1(=CC=CC2=CC=CC=C12)C(C)N1C(CC(CC1)N(S(=O)(=O)C)CC(=O)NCC(NCC#C)=O)=O